3-(3,5-dimethyl-1H-pyrazol-1-yl)-6-(7,8-dimethyl-3-(trifluoromethyl)-[1,2,4]triazolo[4,3-b]pyridazin-6-yl)-5,6,7,8-tetrahydro-1,6-naphthyridine CC1=NN(C(=C1)C)C=1C=NC=2CCN(CC2C1)C=1C(=C(C=2N(N1)C(=NN2)C(F)(F)F)C)C